R-Isobutylen CC(C)=C